1-(3,3-dimethylcyclopentyl)ethan-1-ol CC1(CC(CC1)C(C)O)C